2,3-disilylpentasilane [SiH3][SiH]([SiH3])[SiH]([SiH2][SiH3])[SiH3]